C(C)C1(C(N(C2=CC=CC=C12)C)=O)F 3-ethyl-3-fluoro-1-methylindolin-2-one